ClC1=NC=CC=N1 2-chloropyrimidine